COC=1C(=C(C(=CC1)OC)N)N 3,6-dimethoxy-o-phenylenediamine